1-(4-((4-((2-(furan-2-yl)-5-methoxypyridin-4-yl)amino)-7-methoxyquinazolin-6-yl)oxy)piperidin-1-yl)prop-2-en-1-one O1C(=CC=C1)C1=NC=C(C(=C1)NC1=NC=NC2=CC(=C(C=C12)OC1CCN(CC1)C(C=C)=O)OC)OC